C(C)(C)(C)OC(CN1CCN(CCN(CCN(CC1)C(C(=O)OC(C)(C)C)CCC(=O)OC(C)(C)C)CC(OC(C)(C)C)=O)C(CCC(=O)O)C(=O)OC(C)(C)C)=O 4-(4,10-bis(2-(tert-butoxy)-2-oxoethyl)-7-(1,5-di-tert-butoxy-1,5-dioxopentan-2-yl)-1,4,7,10-tetraazacyclododecane-1-yl)-5-tert-butoxy-5-oxopentanoic acid